C1(CC1)C=1N=NN(C1)[C@H](C(=O)N1[C@@H](C[C@H](C1)O)C(=O)NCC1=NC(=C(C=C1)C(C)O)C)C(C)(C)C (2S,4r)-1-[(2S)-2-(4-cyclopropyl-triazol-1-yl)-3,3-dimethyl-butyryl]-4-hydroxy-N-[[5-(1-hydroxyethyl)-6-methyl-2-pyridinyl]methyl]pyrrolidine-2-carboxamide